NC1=C2C(=NC=N1)N(N=C2C=2C=NC(=CC2)OC)C(C)C2=NC1=CC=CC=C1C(N2C2CCC2)=O 2-(1-(4-amino-3-(6-methoxypyridin-3-yl)-1H-pyrazolo[3,4-d]pyrimidin-1-yl)ethyl)-3-cyclobutylquinazolin-4(3H)-one